tert-butyl-(2S,4R)-2-((1-ethyl-1H-pyrazol-3-yl)carbamoyl)-4-fluoropyrrolidine C(C)(C)(C)N1[C@@H](C[C@H](C1)F)C(NC1=NN(C=C1)CC)=O